tert-butyl (3-(dimethylamino)-2-(hydroxymethyl)propyl)carbamate CN(CC(CNC(OC(C)(C)C)=O)CO)C